fluoronitrosulfonamide FNS(=O)(=O)[N+](=O)[O-]